CN[C@H]1[C@@H](CCCC1)NC methyl-[(1R,2R)-2-(methylamino)cyclohexyl]amine